tert-butyl (3-(benzyloxy)-2-carbamoyl-4-oxo-5-((2,4,6-trifluorobenzyl)carbamoyl)pyridin-1(4H)-yl)carbamate C(C1=CC=CC=C1)OC1=C(N(C=C(C1=O)C(NCC1=C(C=C(C=C1F)F)F)=O)NC(OC(C)(C)C)=O)C(N)=O